4-(4-hydroxyphenyl)-1-piperazinecarboxylic acid ethyl ester C(C)OC(=O)N1CCN(CC1)C1=CC=C(C=C1)O